1-(4-(trifluoromethyl)phenyl)cyclobutyl 4-(2-(dimethylamino)ethylamino)-2-methylene-4-oxobutanoate CN(CCNC(CC(C(=O)OC1(CCC1)C1=CC=C(C=C1)C(F)(F)F)=C)=O)C